Br[C@@]1(O)[C@H](OC(C)=O)[C@@H](OC(C)=O)[C@H](OC(C)=O)[C@H](O1)COC(C)=O bromo-2,3,4,6-tetra-O-acetyl-alpha-D-glucose